C(C)(C)(C)OC(=O)N1C2(CNCC1CC2)C2=CC=1CCC(CC1C=C2)NC(=O)OCC2=CC=CC=C2 (6-(((benzyloxy)carbonyl)amino)-5,6,7,8-tetrahydronaphthalen-2-yl)-3,8-diazabicyclo[3.2.1]octane-8-carboxylic acid tert-butyl ester